3-(N-(2-(1-methylpiperidine-4-carboxamido)benzo[d]thiazol-6-yl)sulfamoyl)propionic acid CN1CCC(CC1)C(=O)NC=1SC2=C(N1)C=CC(=C2)NS(=O)(=O)CCC(=O)O